C(C)OC(=O)C1=C(N=C(N1)C1CC2(CN(C2)C(=O)OC(C)(C)C)C1)C1=CC=C(C=C1)C(=O)OCC tert-butyl 6-(5-(ethoxycarbonyl)-4-(4-(ethoxycarbonyl) phenyl)-1H-imidazol-2-yl)-2-azaspiro[3.3]heptane-2-carboxylate